N-{2-fluoro-3-[6-oxo-4-(trifluoromethyl)-1,6-dihydropyrimidin-2-yl]-4-(trifluoromethyl)benzyl}-4-{[5-(trifluoromethyl)pyridin-2-yl]oxy}cyclohexane-1-carboxamide FC1=C(CNC(=O)C2CCC(CC2)OC2=NC=C(C=C2)C(F)(F)F)C=CC(=C1C=1NC(C=C(N1)C(F)(F)F)=O)C(F)(F)F